5-(3-(1,5-dimethyl-1H-pyrazol-3-yl)-2-fluoro-6-hydroxyphenyl)-1,2,5-thiadiazolidin-3-one 1,1-dioxide CN1N=C(C=C1C)C=1C(=C(C(=CC1)O)N1CC(NS1(=O)=O)=O)F